calcium racemic-hydroxymethionine ON[C@@H](CCSC)C(=O)O.[Ca] |r|